CC1(CCC(=C(C1)CN1CCN(CC1)C1=CC=C(C(=O)OC(C)(C)C)C=C1)C12CC(C1)(C2)C)C tert-Butyl 4-(4-((5,5-dimethyl-2-(3-methylbicyclo[1.1.1]pentan-1-yl)cyclohex-1-en-1-yl)methyl)piperazin-1-yl)benzoate